NC1=NC=CC(=C1Cl)OC1=C(C=C(C=C1)NC(=O)C=1C=NN(C1C1=CC=CC=C1)C1=CC=CC=C1)F N-(4-((2-amino-3-chloropyridin-4-yl)oxy)-3-fluorophenyl)-1,5-diphenyl-1H-Pyrazole-4-carboxamide